6-(trifluoromethyl)pyridine-2-boronic acid pinacol ester FC(C1=CC=CC(=N1)B1OC(C)(C)C(C)(C)O1)(F)F